ClC1=CC=C(C=C1)C1=CC=2C3=C(C=NC2C=C1)N(C(N3C=3C=CC(=C(C#N)C3)OC)=N)C 5-(8-(4-Chlorophenyl)-2-imino-3-methyl-2,3-dihydro-1H-imidazo[4,5-c]quinolin-1-yl)-2-methoxybenzonitrile